C(C)N1N=CC2=CC(=CC=C12)C=O 1-ethyl-1H-indazole-5-carbaldehyde